(M)-7-(2-Amino-6-fluorophenyl)-6-chloro-1-(4-methyl-2-(2-propanyl)-3-pyridinyl)-4-((2S)-2-methyl-4-(2-propenoyl)-1-piperazinyl)pyrido[2,3-d]pyrimidin-2(1H)-one NC1=C(C(=CC=C1)F)C=1C(=CC2=C(N(C(N=C2N2[C@H](CN(CC2)C(C=C)=O)C)=O)C=2C(=NC=CC2C)C(C)C)N1)Cl